tert-butyl 4-(3-(1-((5-(5-(difluoromethyl)-1,3,4-oxadiazol-2-yl)pyridin-2-yl)methyl)-1H-1,2,3-triazol-4-yl)phenyl)piperazin-1-carboxylate FC(C1=NN=C(O1)C=1C=CC(=NC1)CN1N=NC(=C1)C=1C=C(C=CC1)N1CCN(CC1)C(=O)OC(C)(C)C)F